FC(C)(F)C1=NC=NO1 5-(1,1-difluoroethyl)-1,2,4-oxadiazol